[N+](=O)([O-])C=1C=NNC1C(=O)OC methyl 4-nitro-1H-pyrazole-5-carboxylate